ethyl-cyclohexane-1-carboxamide C(C)C1(CCCCC1)C(=O)N